(3-chloro-4-fluorophenyl)(2-(trifluoromethyl)thiazol-4-yl)methanamine ClC=1C=C(C=CC1F)C(N)C=1N=C(SC1)C(F)(F)F